tert-butyl 6-[(4-bromo-3-chlorophenyl)methyl]-2,2-dimethylmorpholine-4-carboxylate BrC1=C(C=C(C=C1)CC1OC(CN(C1)C(=O)OC(C)(C)C)(C)C)Cl